NC1=C(N=C2N1C=CC=C2C2=C(C=C(C=C2)F)OC)C(=O)NCCC 3-Amino-8-(4-fluoro-2-methoxyphenyl)-N-propylimidazo[1,2-a]pyridine-2-carboxamide